(2R)-2-[4-bromo(2,6-2H2)phenoxy]-3-fluoropropanoic acid BrC=1C=C(C(O[C@H](C(=O)O)CF)=C(C1)[2H])[2H]